N-(pentan-2-yl)ethane-1,2-diamine CC(CCC)NCCN